NCC(CC(=O)OCC)=O ethyl aminoacetoacetate